2-[[4-(5-benzyloxy-6-fluoro-2-pyridyl)-5-bromo-pyrazol-1-yl]methoxy]ethyl-trimethyl-silane C(C1=CC=CC=C1)OC=1C=CC(=NC1F)C=1C=NN(C1Br)COCC[Si](C)(C)C